N-(2-(1-methylpyrrolidin-2-yl)ethyl)-6-((1-((1,1,3,3-tetramethyl-3-octyldisiloxaneyl)oxy)octyl)oxy)-N-(6-((1-((1,1,3,3-tetramethyl-3-octyldisiloxaneyl)oxy)octyl)oxy)hexyl)hexan-1-amine CN1C(CCC1)CCN(CCCCCCOC(CCCCCCC)O[Si](O[Si](CCCCCCCC)(C)C)(C)C)CCCCCCOC(CCCCCCC)O[Si](O[Si](CCCCCCCC)(C)C)(C)C